3-(3-Hydroxy-5-(1-(2-morpholinoethyl)-1H-pyrazol-4-yl)pyridinecarboxamido)-2,2-dimethylpropionic acid OC=1C(=NC=C(C1)C=1C=NN(C1)CCN1CCOCC1)C(=O)NCC(C(=O)O)(C)C